ClC1=C2C=3C(=NC=NC3C=C1C1=C(C(=CC(=N1)N(CC1=CC=C(C=C1)OC)CC1=CC=C(C=C1)OC)C)C(F)(F)F)N(CCO2)C2CCC1=C2C=NC=C1 6-(8-chloro-4-(6,7-dihydro-5H-cyclopenta[c]pyridin-7-yl)-5,6-dihydro-4H-[1,4]oxazepino[5,6,7-de]quinazolin-9-yl)-N,N-bis(4-methoxybenzyl)-4-methyl-5-(trifluoromethyl)pyridin-2-amine